sodium 3,4-dihydroxybenzenesulfonate OC=1C=C(C=CC1O)S(=O)(=O)[O-].[Na+]